N1N=CC2=CC=C(C=C12)OC1=CC=CC(=N1)C=1C(=C(C=CC1)O)F 3-(6-((1H-indazol-6-yl)oxy)pyridin-2-yl)-2-fluorophenol